1-(1-(3-chloro-4-(2-chloro-4-ethynylphenoxy)pyridin-2-yl)piperidin-4-yl)-3-(pyridin-3-yl)thiourea ClC=1C(=NC=CC1OC1=C(C=C(C=C1)C#C)Cl)N1CCC(CC1)NC(=S)NC=1C=NC=CC1